C(C=C)O[C@@H]1C[C@H](N(CC1)C(=O)OC(C)(C)C)C1=C(C=C(C=C1)C(=O)OC)OCCCC=C tert-butyl (2S,4S)-4-(allyloxy)-2-(4-(methoxycarbonyl)-2-(pent-4-en-1-yloxy)phenyl)piperidine-1-carboxylate